FC1=CC=C(C=C1)C(CC)N1CCN(CC1)C1=C(C(N(C=2C=CC=NC12)C)=O)[N+](=O)[O-] 8-{4-[1-(4-fluorophenyl)propyl]piperazin-1-yl}-5-methyl-7-nitro-6-oxo-5,6-dihydro-1,5-naphthyridine